OCC(NCCCCCNC(CO)(CO)CO)(CO)CO 1,3-BIS[TRIS(hydroxymethyl)methylamino]methyl-propane